C1(CC1)C(=O)O\N=C(\C1=CC=C(C=C1)[C@H](C)OC1=NC(=NC(=C1C)C)C)/N [(Z)-[amino-[4-[(1S)-1-(2,5,6-trimethylpyrimidin-4-yl)oxyethyl]phenyl]methylene]amino] cyclopropanecarboxylate